potassium 3-morpholinopropane-1-sulfonate O1CCN(CC1)CCCS(=O)(=O)[O-].[K+]